1-(4-Fluorophenyl)-3-(4-(2-(4-(3-morpholinopropoxy)phenyl)thiazol-4-yl)phenyl)urea FC1=CC=C(C=C1)NC(=O)NC1=CC=C(C=C1)C=1N=C(SC1)C1=CC=C(C=C1)OCCCN1CCOCC1